1-(4-(pyridin-4-yloxy)phenyl)-1H-benzo[d]imidazol-2(3H)-one N1=CC=C(C=C1)OC1=CC=C(C=C1)N1C(NC2=C1C=CC=C2)=O